methyl (5-((2-bromobenzyl) oxy)-4-oxo-4H-chromene-2-carbonylamino)-L-valinate BrC1=C(COC2=C3C(C=C(OC3=CC=C2)C(=O)NN[C@@H](C(C)C)C(=O)OC)=O)C=CC=C1